1-[(2S)-4-phenylbutan-2-yl]-1H-imidazole-4-carboxylic acid C1(=CC=CC=C1)CC[C@H](C)N1C=NC(=C1)C(=O)O